N-((Z)-3-fluoro-1-methylpiperidin-4-yl)-2-iodo-1-(2,2,2-trifluoroethyl)-1H-indol-4-amine FC1CN(CCC1NC=1C=2C=C(N(C2C=CC1)CC(F)(F)F)I)C